CN1N=CC=2C1=NC(=CN2)N[C@@H](C)C=2C=C(C=CC2)NC(=O)C=2C=C1C(=NC2)OCCC1 (S)-N-(3-(1-((1-methyl-1H-pyrazolo[3,4-b]pyrazin-6-yl)amino)ethyl)phenyl)-3,4-dihydro-2H-pyrano[2,3-b]pyridine-6-carboxamide